(R,2R)-2-(((tert-butyldimethylsilyl)oxy)methyl)-2-methyl-N'-(tricyclo[6.2.0.03,6]deca-1,3(6),7-trien-2-ylcarbamoyl)-N-trityl-2,3-dihydropyrazolo[5,1-b]oxazole-7-sulfonimidamide [Si](C)(C)(C(C)(C)C)OC[C@]1(CN2C(O1)=C(C=N2)[S@](=O)(NC(C2=CC=CC=C2)(C2=CC=CC=C2)C2=CC=CC=C2)=NC(NC2=C1CCC1=CC=1CCC21)=O)C